COC(/C(=C/[C@H]1C([C@@H]1C(=O)O[C@@H]1C(=C(C(C1)=O)C\C=C/CC)C)(C)C)/C)=O [(1S)-2-methyl-4-oxo-3-[(Z)-pent-2-enyl]cyclopent-2-en-1-yl] (1R,3R)-3-[(E)-3-methoxy-2-methyl-3-oxoprop-1-enyl]-2,2-dimethylcyclopropane-1-carboxylate